6,8-dibromo-3,3-dimethyl-3,4-dihydro-2H-thieno[3,4-b][1,4]dioxepine BrC=1SC(=C2OCC(COC21)(C)C)Br